CC1(C=C(C(CC1)=O)C(NC1=CC(=CC=C1)C(NC1=CC(=C(C=C1)NC1=NC=CC(=N1)C=1C=NC=CC1)C)=O)=O)C(=O)[O-] 1-methyl-3-((3-((3-methyl-4-((4-(pyridin-3-yl)pyrimidin-2-yl)amino)phenyl)carbamoyl)phenyl)carbamoyl)-4-oxocyclohex-2-ene-1-carboxylate